N-(2-((sulfamoyl)amino)ethyl)-1,2,5-oxadiazole-3-carboxamide S(N)(=O)(=O)NCCNC(=O)C1=NON=C1